C(C)N(CC)CC.NC=1C=C(CS(=O)(=O)O)C=CC1 meta-aminotoluenesulfonic acid-triethylamine salt